N-ethyl-methylpyrrolidonium C(C)[N+]1(C(CCC1)=O)C